7-[(3aS,4R,6R,6aR)-6-(aminomethyl)-2,2-dimethyl-tetrahydro-3aH-cyclopenta[d][1,3]dioxol-4-yl]-N-[(4-methoxyphenyl)methyl]-N-methylpyrrolo[2,3-d]pyrimidin-4-amine NC[C@H]1C[C@H]([C@H]2[C@@H]1OC(O2)(C)C)N2C=CC1=C2N=CN=C1N(C)CC1=CC=C(C=C1)OC